6-amino-N-((R)-3-((S)-2-aminopropyl)-4-(4-hydroxybenzyl)-5-oxoimidazolidin-1-yl)-2-(3-(4-fluorophenyl)-propyl)-hexanamide NCCCCC(C(=O)NN1CN([C@@H](C1=O)CC1=CC=C(C=C1)O)C[C@H](C)N)CCCC1=CC=C(C=C1)F